saccharine sodium hydrate O.[Na].S1(=O)(=O)NC(=O)C2=CC=CC=C12